CC=1C2=C(SC1)CCCC2=O 3-methyl-6,7-dihydrobenzo[b]thiophen-4(5H)-one